C(C)(C)(C)OC(=O)N1CCC(=CC1)C1=CC(=CC=C1)OCC1=CC=CC=C1 4-(3-(benzyloxy)phenyl)-3,6-dihydropyridine-1(2H)-carboxylic acid tert-butyl ester